1-(3,5-Dibromo-4-methyl-phenyl)sulfonyl-4-phenyl-piperidine BrC=1C=C(C=C(C1C)Br)S(=O)(=O)N1CCC(CC1)C1=CC=CC=C1